OC=C(C(=O)N[C@H](COC)C1=CC=CC=C1)C1=CC=C(C=C1)OC[C@H](CCC)C (2S)-3-Hydroxy-N-[(1S)-2-methoxy-1-phenylethyl]-2-{4-[(2-methylpentyl)oxy]phenyl}propenamide